C(C)(=O)[O-].C(C)(=O)[O-].C1(=CC=CC=C1)P(C1(C(C=CC=C1)P(C1=CC=CC=C1)C1=CC=CC=C1)[Ru+2])C1=CC=CC=C1 [1,2-bis(diphenylphosphino)phenyl]ruthenium diacetate